FC([C@H]1N(C(OC1)=C=O)C=1N=C2N(CCOC3=C2C=CC(=C3)N[C@H](C(=O)N)[C@H](C)OC)C1)F (2S,3S)-2-((2-((S)-4-(difluoromethyl)-2-carbonyloxazolidin-3-yl)-5,6-dihydrobenzo[f]imidazo[1,2-d][1,4]oxazepin-9-yl)amino)-3-methoxybutyramide